tris[3-bromo-2,2-bis(bromomethyl)propyl]phosphate BrCC(COP(=O)(OCC(CBr)(CBr)CBr)OCC(CBr)(CBr)CBr)(CBr)CBr